1,2-dimethyl-7-(trifluoromethyl)-1,5-dihydro-4H-imidazo[4,5-c][1,8]naphthyridin-4-one CN1C(=NC=2C(NC=3N=C(C=CC3C21)C(F)(F)F)=O)C